ClC=1C=C2C(=NC(=NC2=C(C1C1=C(C(=CC(=N1)NC)C)C(F)(F)F)F)OC[C@H]1N(CCC1)C)N1[C@H](CNCC1)C 6-(6-chloro-8-fluoro-4-((S)-2-methylpiperazin-1-yl)-2-(((S)-1-methylpyrrolidin-2-yl)methoxy)quinazolin-7-yl)-N,4-dimethyl-5-(trifluoromethyl)pyridin-2-amine